N-((1-methyl-1H-imidazol-4-yl)methyl)pyrazolo[1,5-a]pyrimidine-3-carboxamide CN1C=NC(=C1)CNC(=O)C=1C=NN2C1N=CC=C2